FC(C=1C=NC2=CC=C(C=C2C1)C(=O)OC1=C(C(=C(C(=C1F)F)F)F)F)P(O)(O)=O (fluoro(6-((perfluorophenoxy)carbonyl)quinolin-3-yl)methyl)phosphonic Acid